C(CCC)(=O)O[C@@H]1[C@](O[C@H](C1)N1C2=NC(=NC(=C2N=C1)NC(CCC)=O)F)(CO)C#C (2R,3S,5R)-5-(6-butyramido-2-fluoro-9H-purin-9-yl)-2-ethynyl-2-(hydroxymethyl)tetrahydrofuran-3-yl butyrate